BrC1=NC=C(C=C1N)Cl 2-bromo-5-chloropyridin-3-amine